OC1=CC=C2C[C@@H](NCC2=C1)C(=O)N[C@@H](C(C)C)CN1CCOCC1 (3R)-7-hydroxy-N-[(1S)-2-methyl-1-(morpholin-4-ylmethyl)propyl]-1,2,3,4-tetrahydroisoquinoline-3-carboxamide